FC1=CC=C(CN([C@@H]([C@@H](O)C)C(=O)O)C(=O)C=2C=CC3=C(B(OC3)O)C2C)C=C1.FC(OC1=CC=C(C=C1)S(=O)(=O)NC1=C(C=CC(=C1)CNC)C=1OC=CC1)(F)F 4-Trifluoromethoxy-N-(2-(furan-2-yl)-5-((methylamino)methyl)phenyl)benzenesulfonamide 4-Fluorobenzyl-(1-hydroxy-7-methyl-1,3-dihydrobenzo[c][1,2]oxaborole-6-carbonyl)-L-allothreoninate